9,9-bis(6'-bromohexyl)fluorene BrCCCCCCC1(C2=CC=CC=C2C=2C=CC=CC12)CCCCCCBr